4,4-dimethyl-4,5-dihydropyridazin-3-one CC1(C(NN=CC1)=O)C